1-(3-(4-amino-3-(4-phenoxyphenyl)-1H-pyrazolo[3,4-d]pyrimidin-1-yl)piperidin-1-yl)-3-phenylpropan-2-en-1-one NC1=C2C(=NC=N1)N(N=C2C2=CC=C(C=C2)OC2=CC=CC=C2)C2CN(CCC2)C(C=CC2=CC=CC=C2)=O